ClC1=C(CN(N=O)C(CC2=CC=CC=C2)C)C=CC=C1 N-(2-chlorobenzyl)-N-(1-phenylpropan-2-yl)nitrosamide